4-isohexyl-1-methyl-cyclohex-3-ene-1-carbaldehyde C(CCC(C)C)C1=CCC(CC1)(C=O)C